C(C)(C)(C)OC(=O)N1CC(C(C1)CN(C(CO)=O)[C@H](C(C)(C)C)C=1N(C=C(N1)C1=C(C=CC(=C1)F)F)CC1=CC=CC=C1)CN tert-Butyl-3-(aminomethyl)-4-{[{(1R)-1-[1-benzyl-4-(2,5-difluorophenyl)-1H-imidazol-2-yl]-2,2-dimethylpropyl}(glycoloyl)amino]methyl}pyrrolidine-1-carboxylate